O(S(=O)(=O)C(F)(F)F)C=1C(=CC2=C(C(C=3NC4=CC(=CC=C4C3C2=O)Br)(C)C)C1)Cl 3-bromo-9-chloro-6,6-dimethyl-11-oxo-6,11-Dihydro-5H-benzo[b]carbazol-8-yl triflate